(2S,4R)-1-(4-methoxy-1H-indole-2-carbonyl)-N-[(1S)-1-(nitrosomethyl)-2-[(3S)-2-oxopyrrolidin-3-yl]ethyl]-4-(trifluoromethyl)pyrrolidine-2-carboxamide COC1=C2C=C(NC2=CC=C1)C(=O)N1[C@@H](C[C@H](C1)C(F)(F)F)C(=O)N[C@@H](C[C@H]1C(NCC1)=O)CN=O